ClC1=C(C=CC2=C1C(=N[C@H](C=1N2C=CC(N1)=O)C)C1=C(C=CC=C1F)F)C(F)(F)F (5S)-8-chloro-7-(2,6-difluorophenyl)-5-methyl-9-(trifluoromethyl)-5H-pyrimido[1,2-a][1,4]benzodiazepine-3-One